O1C=C(C2=C1C=CC=C2)C[C@H](NC(C(=O)NCC2OCCC2)=O)B(O)O (R)-(2-(benzofuran-3-yl)-1-(2-(((tetrahydrofuran-2-yl)methyl)amino)-2-oxoacetamido)ethyl)boronic acid